3,5',5'-trimethyl-4',5'-dihydro-2'H,6H-spiro[benzo[4,5]imidazo[2,1-a]isoquinoline-5,3'-furan]-2'-one CC1=CC2=C(C=C1)C=1N(CC23C(OC(C3)(C)C)=O)C3=C(N1)C=CC=C3